FC=1C=C(C=NC1N1CCOCC1)C1=NC=NC2=CC=C(C=C12)C1=CC=NC=C1 4-(4-(5-fluoro-6-morpholinopyridin-3-yl)quinazolin-6-yl)pyridin